FCCCC(C)S(=O)(=O)[O-] 5-fluoropentane-2-sulfonate